COC(=O)C=1C=CC2=C(N=C(N2)C[C@@H]2OCC2)C1 ((S)-oxetan-2-ylmethyl)-benzo[d]imidazole-6-carboxylic acid methyl ester